ClC=1C(=NC(=NC1)NC1CCOCC1)C1=CC=C2CN(C(C2=C1)=O)CC(=O)NC(COC1=CC=CC=C1)(C)C 2-(6-{5-chloro-2-[(oxan-4-yl)amino]pyrimidin-4-yl}-1-oxo-2,3-dihydro-1H-isoindol-2-yl)-N-(2-methyl-1-phenoxypropan-2-yl)acetamide